C1(=CC=CC=C1)S[Si](SC1=CC=CC=C1)(SC1=CC=CC=C1)SC1=CC=CC=C1 tetrakis(phenylsulfanyl)silane